C1(=CC=CC=C1)N1CC2=CC=CC=C2C=C1 2-phenyl-1,2-dihydroisoquinolin